BrC=1C(=C(CO)C=CC1)I 3-Bromo-2-iodobenzyl alcohol